(S)-6-((3-(2,3-dichloro-6-fluorophenyl)pyrrolidin-3-yl)amino)-7-fluoro-3-methylquinazolin-4(3H)-one ClC1=C(C(=CC=C1Cl)F)[C@@]1(CNCC1)NC=1C=C2C(N(C=NC2=CC1F)C)=O